2-chlorothieno[3,2-d]pyrimidin ClC=1N=CC2=C(N1)C=CS2